1-({3-[bis(4-methoxyphenyl)(phenyl)methoxy]-2-(hydroxymethyl)propoxy}methyl)pyrimidine-2,4(1H,3H)-dione COC1=CC=C(C=C1)C(OCC(COCN1C(NC(C=C1)=O)=O)CO)(C1=CC=CC=C1)C1=CC=C(C=C1)OC